ClC1=NN(C=C1C1=NC=CC(=N1)NC=1N=CC2=C(C=CC(=C2C1)C(C)C)N1[C@@H]([C@H](C1)CS(=O)(=O)C)C)CC1OCC1 N-(2-(3-Chloro-1-(oxetan-2-ylmethyl)-1H-pyrazol-4-yl)pyrimidin-4-yl)-5-isopropyl-8-((2R,3S)-2-methyl-3-((methanesulfonyl)methyl)azetidin-1-yl)isoquinolin-3-amine